(S)-1-(2-fluoro-4-iodophenyl)pyrrolidine-3-carbaldehyde FC1=C(C=CC(=C1)I)N1C[C@H](CC1)C=O